BrC=1C=CC(=C2C=CC(=CC12)C(=O)NC(C)C)C1=CC=C(C=C1)C(F)(F)F 8-bromo-N-isopropyl-5-(4-(trifluoromethyl)phenyl)-2-naphthamide